N1N=C(N=C1)C1CN(CCC1)C=1C2=C(N=C(N1)OCC13CCCN3CCC1)C(=C(N=C2)C2=CC=CC1=CC=CC(=C21)CC)F 4-(3-(1H-1,2,4-triazol-3-yl)piperidin-1-yl)-7-(8-ethylnaphthalen-1-yl)-8-fluoro-2-((hexahydro-1H-pyrrolizin-7a-yl)methoxy)pyrido[4,3-d]pyrimidine